(R)-2-METHYLPROLINE C[C@]1(NCCC1)C(=O)O